4-Methyl-6-{[5-(oxolane-3-carbonyl)-1H,2H,3H,4H,5H,6H-pyrrolo[3,4-c]pyrrol-2-yl]sulfonyl}-3,4-dihydro-2H-1,4-benzoxazine CN1CCOC2=C1C=C(C=C2)S(=O)(=O)N2CC=1CN(CC1C2)C(=O)C2COCC2